5-(3-isopropyl-5-(1-(2-(methylamino)ethyl)piperidin-4-yl)-1H-indol-2-yl)-1-methylpyridin-2(1H)-one C(C)(C)C1=C(NC2=CC=C(C=C12)C1CCN(CC1)CCNC)C=1C=CC(N(C1)C)=O